C(C)NC(=O)N1CCN(CC1)C(=O)C=1C=NC2=CC=C(C=C2C1N1CCC2(OCCO2)CC1)F N-ethyl-4-(6-fluoro-4-(1,4-dioxa-8-azaspiro[4.5]decan-8-yl)quinoline-3-carbonyl)piperazine-1-carboxamide